[N+](=O)([O-])C=1C=NN2C1N=C(C=C2)N2CCN(CC2)C2=CC=C(C=C2)C(F)(F)F 3-Nitro-5-{4-[4-(trifluoromethyl)phenyl]piperazin-1-yl}pyrazolo[1,5-a]pyrimidine